FC(C1=C(C=C2CCCN(C2=C1)C=1C=C(C=C2CCN(CC12)C(=O)O)B1OC(C(O1)(C)C)(C)C)C=1C=NN(C1)C)F 8-(7-(difluoromethyl)-6-(1-methyl-1H-pyrazol-4-yl)-3,4-dihydroquinolin-1(2H)-yl)-6-(4,4,5,5-Tetramethyl-1,3,2-dioxaborolan-2-yl)-3,4-dihydroisoquinoline-2(1H)-carboxylic acid